(S)-3-(2-(azepan-3-ylamino)-5-(trifluoromethyl)pyrimidin-4-yl)-7-(dimethylphosphoryl)-1H-indole-6-carbonitrile N1C[C@H](CCCC1)NC1=NC=C(C(=N1)C1=CNC2=C(C(=CC=C12)C#N)P(=O)(C)C)C(F)(F)F